7-bromo-N-[(4,5-difluoro-1H-benzimidazol-2-yl)methyl]-2-(methylsulfonyl)imidazo[2,1-f][1,2,4]triazin-4-amine BrC1=CN=C2C(=NC(=NN21)S(=O)(=O)C)NCC2=NC1=C(N2)C=CC(=C1F)F